[Ni].N1=CC=CC=C1.N1=CC=CC=C1.N1=CC=CC=C1.N1=CC=CC=C1 tetrapyridine nickel